2-arachidonoyl-glyceryl ether C(CCC\C=C/C\C=C/C\C=C/C\C=C/CCCCC)(=O)C(COCC(O)(CO)C(CCC\C=C/C\C=C/C\C=C/C\C=C/CCCCC)=O)(O)CO